Rel-(1R,7S)-1-(((benzyloxy)carbonyl)amino)-3-azabicyclo[5.1.0]oct-5-ene-3-carboxylic acid benzyl ester C(C1=CC=CC=C1)OC(=O)N1C[C@]2(C[C@H]2C=CC1)NC(=O)OCC1=CC=CC=C1 |o1:12,14|